[Cl-].[Zn+2].O1CCCC1.[Cl-] tetrahydrofuran Zinc chloride